1-(3-(cyclopropylmethoxy)phenyl)ethylamine C1(CC1)COC=1C=C(C=CC1)C(C)N